methyl 2-phenyl-2-(4-(4,4,5,5-tetramethyl-1,3,2-dioxaborolan-2-yl)phenyl)acetate C1(=CC=CC=C1)C(C(=O)OC)C1=CC=C(C=C1)B1OC(C(O1)(C)C)(C)C